(trimethylsilylethyl)-2-trifluoromethyl-benzamide C[Si](C)(C)CCC=1C(=C(C(=O)N)C=CC1)C(F)(F)F